7-((3R,4R)-4-methoxytetrahydrofuran-3-yl)-2-(methylsulfanyl)-7H-pyrrolo[2,3-d]pyrimidine-6-carbonitrile CO[C@@H]1[C@@H](COC1)N1C(=CC2=C1N=C(N=C2)SC)C#N